CC=1N(N=C2C(=CC=C(C12)Br)C(=O)O[C@@H]1COCC[C@H]1NC1=NC=C(C(=N1)C=1C=C(C=2N(C1)C(=C(N2)C)C=2SC=CC2)F)F)C (3S,4R)-4-((5-fluoro-4-(8-fluoro-2-methyl-3-(thiophen-2-yl)imidazo[1,2-a]pyridin-6-yl)pyrimidin-2-yl)amino)tetrahydro-2H-pyran-3-ol methyl-4-bromo-2-methylindazole-7-carboxylate